1,4-dihydroxybut-2-ene OCC=CCO